C(=C)S(=O)(=O)N1C[C@@H](N(CC1)CC1=CC(=C(C=C1)OC(F)(F)F)F)CCO 2-[(2S)-4-(ethenesulfonyl)-1-{[3-fluoro-4-(trifluoromethoxy)phenyl]methyl}piperazin-2-yl]ethan-1-ol